6-(((1-methylcyclopropyl)amino)methyl)imidazo[1,2-a]pyridine-8-carboxylic acid CC1(CC1)NCC=1C=C(C=2N(C1)C=CN2)C(=O)O